COC1=C2NCCN(C2=CC=C1)C1=CC2=C(N=C(N=C2)SC)N(C1=O)C 6-(5-methoxy-3,4-dihydro-2H-quinoxalin-1-yl)-8-methyl-2-methylsulfanyl-pyrido[2,3-d]pyrimidin-7-one